ClC1=C(N)C=CC(=C1)OCOC 2-Chloro-4-(methoxymethoxy)aniline